P(=O)(OC[C@@H]1C[C@@H](C1)N1C2=NC(=NC(=C2N=C1)OC)N)(OCOC(C(C)(C)C)=O)OCOC(C(C)(C)C)=O (cis-3-(2-amino-6-methoxy-9H-purin-9-yl) cyclobutyl)methyl bis(pivaloyloxymethyl) phosphate